benzyl N-[(2S)-1-[(5R,8S)-8-carbamoyl-4-oxo-2-phenyl-1,3,7-triazaspiro[4.4]non-1-en-7-yl]-4-methyl-1-oxopentan-2-yl]-N-methylcarbamate C(N)(=O)[C@H]1N(C[C@@]2(C(NC(=N2)C2=CC=CC=C2)=O)C1)C([C@H](CC(C)C)N(C(OCC1=CC=CC=C1)=O)C)=O